2-butyloctyl 6-(2-(dodecanoyloxy) ethyl)-3-ethyl-12-hexyl-10-oxo-9,11-dioxa-3,6-diazaheneicosane-21-carboxylate C(CCCCCCCCCCC)(=O)OCCN(CCN(CC)CC)CCOC(OC(CCCCCCCCCC(=O)OCC(CCCCCC)CCCC)CCCCCC)=O